C[C@H](CCCC(C)(C(O)(O)O)O)[C@H]1CC[C@@H]2[C@@]1(CC[C@H]3[C@H]2CCC4[C@@]3(CCCC4)C)C Cholestanetetrol